ClC1=C(C(=O)NC2=CC(=CC=C2)[N+](=O)[O-])C=C(C=C1)S(NC1=CC=C(C=C1)OC)(=O)=O 2-chloro-5-(N-(4-methoxyphenyl)sulfamoyl)-N-(3-nitrophenyl)benzamide